2-(6-(cyclopropanesulfonylamino)pyrazin-2-yl)-N-(4-(6-ethoxypyrazin-2-yl)phenyl)-2-methoxyacetamide C1(CC1)S(=O)(=O)NC1=CN=CC(=N1)C(C(=O)NC1=CC=C(C=C1)C1=NC(=CN=C1)OCC)OC